1-(6,7-dimethoxy-1,3-benzodioxol-5-yl)propan-2-amine COC=1C(=CC2=C(OCO2)C1OC)CC(C)N